C(CCCCCC)C1(CC(=NC=C1)C1=NC=CC=C1)CCCCCCC 4,4-diheptyl-2,2'-bipyridine